acryloyloxydecyl dihydrogen phosphate hydrogen phosphate P(=O)(O)(O)O.P(=O)(OCCCCCCCCCCOC(C=C)=O)(O)O